Benzoyl-benzene hexyl-formate C(CCCCC)OC=O.C(C1=CC=CC=C1)(=O)C1=CC=CC=C1